(8S,11S,18S)-25-fluoro-21-methyl-17-oxa-7,10,13,20,22,30-hexazahexacyclo[18.6.1.12,6.18,11.113,18.023,27]triaconta-1(26),2(30),3,5,21,23(27),24-heptaen-12-one FC1=CC=2N=C(N3C[C@@H]4OCCCN(C([C@H]5NC[C@@H](NC6=CC=CC(C(=C1)C23)=N6)C5)=O)C4)C